C12CN(CC(CC1)N2)CC2=CC=C(C=C2)N2C(=NC=1C2=NC(=CC1)C1=CC=CC=C1)C=1C(=NC=CC1)N 3-(3-(4-((3,8-Diazabicyclo[3.2.1]octan-3-yl)methyl)phenyl)-5-phenyl-3H-imidazo[4,5-b]pyridin-2-yl)pyridin-2-amine